4-amino-6-((2-methoxyphenyl)amino)-N-phenylpyridinamide NC1=CC(=NC(=C1)NC1=C(C=CC=C1)OC)C(=O)NC1=CC=CC=C1